3-(4-bromo-2-oxopyridin-1(2H)-yl)piperidine-2,6-dione BrC1=CC(N(C=C1)C1C(NC(CC1)=O)=O)=O